C(C)C1=CN=C2N1C1=CC=CC=C1C=C2 Ethyl-imidazo[1,2-a]quinoline